8-(3-(1-(2-(4-chloropyridin-2-yl)ethyl)piperidin-3-yl)-5-oxo-4,5-dihydro-1H-1,2,4-triazol-1-yl)quinolin-2(1H)-one ClC1=CC(=NC=C1)CCN1CC(CCC1)C1=NN(C(N1)=O)C=1C=CC=C2C=CC(NC12)=O